4-(3-(3-(4-bromobenzyl)-1-(4-chlorophenyl)-2,5-dioxoimidazolin-4-yl)propanamido)-N-hydroxybutyramide BrC1=CC=C(CN2C(N(C(C2CCC(=O)NCCCC(=O)NO)=O)C2=CC=C(C=C2)Cl)=O)C=C1